C(=O)\C=C/C(=O)O CIS-β-FORMYLACRYLIC ACID